2-chloro-5-methyl-N-(3-(((2-(2-morpholinoethoxy)-5-nitrobenzyl)oxy)methyl)phenyl)pyrimidin-4-amine ClC1=NC=C(C(=N1)NC1=CC(=CC=C1)COCC1=C(C=CC(=C1)[N+](=O)[O-])OCCN1CCOCC1)C